2,3,5,6-tetrafluoro-4-bromoaniline FC1=C(N)C(=C(C(=C1F)Br)F)F